ClC=1C(=C(C=CC1)CNC1CC1)F (Z)-1-(3-chloro-2-fluorophenyl)-N-cyclopropylmethylamine